8-(3,7-dimethylocta-2,6-dien-1-yl)-7-hydroxy-2-methyl-2-(2-oxopropyl)-5-pentyl-4H-benzo[d][1,3]dioxin-4-one CC(=CCC1=C(C=C(C2=C1OC(OC2=O)(CC(C)=O)C)CCCCC)O)CCC=C(C)C